(2,2-difluoroethyl)-4-iodo-1H-pyrazole FC(CN1N=CC(=C1)I)F